N(=[N+]=[N-])[C@@H]1[C@H]([C@H]2O[C@@H]([C@@H]1O)CO2)O 1,6-anhydro-3-azido-3-deoxy-β-D-galactopyranose